CC=1C=CC(=NC1)C1=CC2=C(N=CN=C2OCC=2C=NC(=CC2)C)N=C1 6-(5-methylpyridin-2-yl)-4-((6-methylpyridin-3-yl)methoxy)pyrido[2,3-d]pyrimidine